tert-butyl (5-(methylamino)pentyl)carbamate CNCCCCCNC(OC(C)(C)C)=O